2,4-dichloro-6-(2-(1H-indol-3-yl)ethylamino)pyrimidin-5-ol ClC1=NC(=C(C(=N1)Cl)O)NCCC1=CNC2=CC=CC=C12